(4R)-N-[8-(3,5-dichlorophenyl)-4-(dimethylamino)-1,5-naphthyridin-3-yl]chroman-4-carboxamide ClC=1C=C(C=C(C1)Cl)C=1C=CN=C2C(=C(C=NC12)NC(=O)[C@@H]1CCOC2=CC=CC=C12)N(C)C